FC(S(=O)(=O)OCC(F)(F)C1=C(C(=CC=C1)[C@@H](C)NC=1C2=C(N=C(N1)C)C=NC(=C2)Br)F)(F)F 2-(3-{(1R)-1-[(6-bromo-2-methylpyrido[3,4-d]pyrimidin-4-yl) amino] ethyl}-2-fluorophenyl)-2,2-difluoroethyl trifluoromethanesulfonate